n-octyl-α-heptyl-nitrone C(CCCCCCC)C(=[NH+][O-])CCCCCCC